6-chloro-4-[(3R,4R)-4-(4-fluoro-N-methyl-anilino)-3-methyl-1-piperidinyl]-1-methyl-2-oxo-1,5-naphthyridine-3-carbonitrile ClC=1N=C2C(=C(C(N(C2=CC1)C)=O)C#N)N1C[C@H]([C@@H](CC1)N(C1=CC=C(C=C1)F)C)C